6-fluoro-5-methoxy-2-(2-(methoxymethyl)-7-methylquinoxalin-5-yl)-7-methylthiazolo[5,4-b]pyridine FC=1C(=C2C(=NC1OC)SC(=N2)C2=C1N=CC(=NC1=CC(=C2)C)COC)C